C(C)(C)(C)OC(NCCCCCCCCCCC=O)=O (11-OXO-UNDECYL)-CARBAMIC ACID TERT-BUTYL ESTER